NC1=C(C=CC(=N1)C=1C=C2C=CN(C(C2=CC1F)=O)CCC[C@H](C)NC=1C=NNC(C1C(F)(F)F)=O)Cl (S)-6-(6-amino-5-chloropyridin-2-yl)-7-fluoro-2-(4-((6-oxo-5-(trifluoromethyl)-1,6-dihydropyridazin-4-yl)amino)pentyl)isoquinolin-1(2H)-one